NC=1C2=C(N(C(N1)=O)C1=CC=CC3=C1CCO3)N=C(C=C2)C(F)(F)F 4-amino-1-(2,3-dihydrobenzofuran-4-yl)-7-(trifluoromethyl)pyrido[2,3-d]pyrimidin-2(1H)-one